N-((R)-chroman-4-yl)-2-(3-ethyl-3,8-diazabicyclo[3.2.1]oct-8-yl)-7,8-dihydro-1,6-naphthyridine-6(5H)-carboxamide O1CC[C@H](C2=CC=CC=C12)NC(=O)N1CC=2C=CC(=NC2CC1)N1C2CN(CC1CC2)CC